ClC=1C=C2C=CC(=CC2=CC1)S(=O)(=O)NC1=C(C=CC=C1)C#CC1=CC=C(C(=O)O)C=C1 4-{2-[2-(6-chloronaphthalene-2-sulfonamido)phenyl]ethynyl}benzoic acid